4-([1,4'-bipiperidin]-1'-ylmethyl)-N-(4-bromophenyl)benzamide N1(CCCCC1)C1CCN(CC1)CC1=CC=C(C(=O)NC2=CC=C(C=C2)Br)C=C1